((2,4-dioxo-1,3-diazaspiro[4.4]nonane-7-yl)methyl)-5-(4-fluorophenyl)pyridine-2-sulfonamide O=C1NC2(C(N1)=O)CC(CC2)CC=2C(=NC=C(C2)C2=CC=C(C=C2)F)S(=O)(=O)N